C(CCCCCCCCCCCCCCCCCCCCC)NC(CN)C n-docosylpropylendiamine